NC1=C(C2=C(S1)C=CC=C2C(=O)O)C#N 2-amino-3-cyanobenzo[b]thiophene-4-carboxylic acid